NCC(COCCN)O 1-amino-3-(2-aminoethoxy)-2-propanol